methyl 2-(2-((tert-butoxycarbonyl)(4-methoxybenzyl)amino)thiazol-4-yl)-2-diazoacetate C(C)(C)(C)OC(=O)N(C=1SC=C(N1)C(C(=O)OC)=[N+]=[N-])CC1=CC=C(C=C1)OC